F[C@@H]1[C@@H](C1)C(=O)NC=1C=C2C(=CN1)N(C(=C2)C=2C(=NC=CC2F)OC)C (1S,2S)-2-fluoro-N-[2-(4-fluoro-2-methoxypyridin-3-yl)-1-methylpyrrolo[2,3-c]pyridin-5-yl]cyclopropane-1-carboxamide